ClC1=CC(=NC(=C1)F)C(=O)NC 4-chloro-6-fluoro-N-methylpicolinamide